BrCCOC1=CC2=C(N(C(=N2)C(CC)=O)C2CC(C2)(C)O)C(=C1)C(F)(F)F 1-(5-(2-bromoethoxy)-1-((cis)-3-hydroxy-3-methylcyclobutyl)-7-(trifluoromethyl)-1,3-benzodiazol-2-yl)propan-1-one